NCCNCCC[Si](OC)(OC)OC (2-aminoethyl)aminopropyltrimethoxysilane